1-(1-((2-chloro-4-(trifluoromethyl)phenyl)carbamoyl)cyclobutyl)-4,6-dihydropyrrolo[3,4-c]pyrazole ClC1=C(C=CC(=C1)C(F)(F)F)NC(=O)C1(CCC1)N1N=CC2=C1CNC2